(S)-1-(5-cyanopyridin-3-yl)-3-(1-(5-fluoro-3-methylbenzofuran-2-yl)-2-methylpropyl)urea C(#N)C=1C=C(C=NC1)NC(=O)N[C@@H](C(C)C)C=1OC2=C(C1C)C=C(C=C2)F